5-(2-chlorophenoxy)-3-((2-methoxy-5-(trifluoromethoxy)benzyl)amino)-4H-benzo[e][1,2,4]thiadiazine 1,1-dioxide ClC1=C(OC2=CC=CC3=C2NC(=NS3(=O)=O)NCC3=C(C=CC(=C3)OC(F)(F)F)OC)C=CC=C1